C1(=CC(=CC=C1)C1=NC(=NC=C1Cl)NC1CCN(CC1)C(=O)C1CCC2(CCN(CC2)C)CC1)C1=CC=CC=C1 (4-((4-([1,1'-biphenyl]-3-yl)-5-chloropyrimidin-2-yl)amino)piperidin-1-yl)(3-methyl-3-azaspiro[5.5]undecan-9-yl)methanone